(2R)-methyl 1-((4-(tert-butyl)phenyl)(2-((4,4-difluorocyclohexyl)amino)-1-(5-fluoropyridin-3-yl)-2-oxoethyl)carbamoyl)pyrrolidine-2-carboxylate C(C)(C)(C)C1=CC=C(C=C1)N(C(=O)N1[C@H](CCC1)C(=O)OC)C(C(=O)NC1CCC(CC1)(F)F)C=1C=NC=C(C1)F